(S)-(dihydro-1H,3H-spiro[pyrrolizine-2,2'-[1,3]dioxolan]-7a(5H)-yl)methanol O1C2(OCC1)C[C@@]1(CCCN1C2)CO